(S)-N-(4-(4-amino-1-(1-(2-(4-(2-(2,6-dioxopiperidin-3-yl)-3-oxoisoindolin-5-yl)piperazin-1-yl)ethyl)piperidin-4-yl)-1H-pyrazolo[3,4-d]pyrimidin-3-yl)benzyl)-5-fluoro-2-methoxybenzamide NC1=C2C(=NC=N1)N(N=C2C2=CC=C(CNC(C1=C(C=CC(=C1)F)OC)=O)C=C2)C2CCN(CC2)CCN2CCN(CC2)C=2C=C1C(N(CC1=CC2)[C@@H]2C(NC(CC2)=O)=O)=O